C(C)OC1=CC=C(C=C1)CC=1C=CC=2C(N(C3=CC=CC1C23)C2C(NC(CC2)=O)=O)=O 3-[5-[(4-ethoxyphenyl)methyl]-2-oxo-benzo[cd]indol-1-yl]piperidine-2,6-dione